OC1CC(C1)OC=1C=C(CNCCCCOCCNC2=C3C=NNC3=CC(=C2)C=2C=C(N=NC2)O)C=C(C1)OC(F)(F)F 5-(4-((2-(4-((3-((1s,3s)-3-hydroxycyclobutoxy)-5-(trifluoromethoxy)benzyl)amino)butoxy)ethyl)amino)-1H-indazol-6-yl)pyridazin-3-ol